C(C(C)C)OC1=NC=CC=C1C1=NC=C2NC(N(C2=N1)CC1=CC=C(C=C1)C=1N(C=C(N1)C(F)(F)F)C)=O 2-(2-isobutoxypyridin-3-yl)-9-(4-(1-methyl-4-(trifluoromethyl)-1H-imidazol-2-yl)benzyl)-7,9-dihydro-8H-purin-8-one